B([S-])([O-])[O-].[Na+].[Na+].[Na+] sodium thioborate